FC=1C=C(C=CC1OC)CCC1=CC(=C(C(=C1)OC)OC)OC (3-fluoro-4-methoxyphenyl)-2-(3,4,5-trimethoxyphenyl)ethane